NC1=CC=C(C=C1)S(=O)(=O)NC=1N=CC=2C=C3N(N=C(C4(N3C2N1)CCCCC4)C)C 4-amino-N-(1',3'-dimethyl-1'H-spiro[cyclohexane-1,4'-pyrimido[5',4':4,5]pyrrolo[2,1-c][1,2,4]triazin]-7'-yl)benzenesulfonamide